ClC1=C(C(=C(C=C1)C1=NC(=CC=2N=C(N(C(C21)=O)C)C)N2C[C@@H](OCC2)C=2C=NN(C2)C)F)F 5-(4-chloro-2,3-difluorophenyl)-2,3-dimethyl-7-((2S)-2-(1-methyl-1H-pyrazol-4-yl)-4-morpholinyl)pyrido[4,3-d]pyrimidin-4(3H)-one